(2R)-6-chloro-N-{3-[4-(4-chlorophenyl)-1H-pyrazol-1-yl]bicyclo[1.1.1]pentan-1-yl}-4-oxo-3,4-dihydro-2H-1-benzopyran-2-carboxamide ClC=1C=CC2=C(C(C[C@@H](O2)C(=O)NC23CC(C2)(C3)N3N=CC(=C3)C3=CC=C(C=C3)Cl)=O)C1